(4-(methoxycarbonyl)phenyl)methanaminium COC(=O)C1=CC=C(C=C1)C[NH3+]